2,6-dichlorobenzoquinone-4-chloroimine ClN=C1C=C(C(C(=C1)Cl)=O)Cl